1-(2-chloro-4-(1-(4-(5-(difluoromethyl)-1,3,4-oxadiazol-2-yl)-2-fluorobenzyl)-1H-1,2,3-triazol-4-yl)phenyl)-N,N-dimethylmethylamine ClC1=C(C=CC(=C1)C=1N=NN(C1)CC1=C(C=C(C=C1)C=1OC(=NN1)C(F)F)F)CN(C)C